O(CCl)CCl oxybis[chloromethane]